2-[(3R)-3-Aminopyrrolidin-1-yl]-N-[(1R)-1-(1-naphthyl)ethyl]pyrimidine-4-carboxamide Hydrochloride Salt Cl.N[C@H]1CN(CC1)C1=NC=CC(=N1)C(=O)N[C@H](C)C1=CC=CC2=CC=CC=C12